4-(2,4-dichlorophenyl)-5-(4-((1-(3-fluoropropyl)azetidin-3-ylidene)methyl)phenyl)-2,3-dihydrobenzo[b]oxepine-8-carboxylic acid hydrochloride Cl.ClC1=C(C=CC(=C1)Cl)C1=C(C2=C(OCC1)C=C(C=C2)C(=O)O)C2=CC=C(C=C2)C=C2CN(C2)CCCF